INDOLEAMIN N1C(=CC2=CC=CC=C12)N